OC\C=C/CN1C=NC(=C1)C(=O)NCCO (Z)-1-(4-hydroxybut-2-ene-1-yl)-N-(2-hydroxyethyl)-1H-imidazole-4-carboxamide